NC(C([C@H](CC1=CC=CC=C1)NC(=O)C=1N(C=C(N1)C)C1=CC=CC=C1)=O)=O (S)-N-(4-AMINO-3,4-DIOXO-1-PHENYLBUTAN-2-YL)-4-METHYL-1-PHENYL-1H-IMIDAZOLE-2-CARBOXAMIDE